CC(C(=O)O)(CCCOC1=C(C=CC(=C1)C)C)C 2,2-dimethyl-5-(2,5-dimethylphenyloxy)-pentanoic acid